[C@H]1([C@H](C1)C(=O)OC)C(=O)OC |o1:0,1| dimethyl rel-(1S,2S)-cyclopropane-1,2-dicarboxylate